C1(CCCC1)NC(NC1=C(C=CC(=C1)NC=1N=CC2=C(N1)N(C(C=C2C#C)=O)C)N2CCN(CC2)C)=O 3-Cyclopentyl-1-[5-({5-ethynyl-8-methyl-7-oxopyrido[2,3-d]pyrimidin-2-yl}amino)-2-(4-methylpiperazin-1-yl)phenyl]urea